trans-4-((4-(2-Cyclopropyloxazol-4-yl)-pyridine-2-yl)((trans-4-(5-methoxy-6-methylpyridin-2-yl)-cyclohexyl)methyl)-carbamoyl)cyclohexyl ethylcarbamate C(C)NC(O[C@@H]1CC[C@H](CC1)C(N(C[C@@H]1CC[C@H](CC1)C1=NC(=C(C=C1)OC)C)C1=NC=CC(=C1)C=1N=C(OC1)C1CC1)=O)=O